C1(CC1)CN1CC2C(C1)CN(C2)C2=C(C=C(C=N2)NC2=NC=C(C(=N2)NN2C(OC1=C2C=CC=C1)=O)C)F {2-[6-(5-cyclopropylmethyl-hexahydro-pyrrolo[3,4-c]pyrrol-2-yl)-5-fluoro-pyridin-3-ylamino]-5-methyl-pyrimidin-4-ylamino}-3H-benzoxazol-2-one